O=CCC=O beta-ketopropionaldehyde